N1CCCC2=C(C=CC=C12)N1CCN(CC1)C(=O)OCCCC butyl 4-(1,2,3,4-tetrahydroquinolin-5-yl)piperazine-1-carboxylate